3-chloro-5-((1R,2R)-1-hydroxy-2-((3S,4S)-3-methyl-4-((4-(methylsulfonyl)phenoxy)methyl)pyrrolidin-1-yl)propyl)benzonitrile ClC=1C=C(C#N)C=C(C1)[C@H]([C@@H](C)N1C[C@H]([C@@H](C1)COC1=CC=C(C=C1)S(=O)(=O)C)C)O